1,3,3,5,7-pentamethyl-5-(4-(methylsulfanyl)phenyl)octahydrobenzo[c]isoxazole CN1OC(C2C1C(CC(C2)(C2=CC=C(C=C2)SC)C)C)(C)C